2-Vinylene Carbonate C1(OC=CO1)=O